3-Ethoxy-5-{6-[2-(4-methoxy-2-methyl-indol-1-yl)-ethylamino]-pyrimidin-4-yl}-thiophene-2-carboxylic acid C(C)OC1=C(SC(=C1)C1=NC=NC(=C1)NCCN1C(=CC2=C(C=CC=C12)OC)C)C(=O)O